C(C)OC(C(\C=C\C1CC1)=O)=O (E)-4-cyclopropyl-2-oxobut-3-enoic acid ethyl ester